COC(=O)C1=CC(=NO1)C(OC)OC 3-(Dimethoxymethyl)isoxazole-5-carboxylic acid methyl ester